N-(5-(2-(1-cyclopropylethyl)-4-(methylsulfonyl)-3-oxo-2,3-dihydro-1H-pyrrolo[3,4-c]pyridin-6-yl)-4-methylthiazol-2-yl)acetamide C1(CC1)C(C)N1C(C=2C(=NC(=CC2C1)C1=C(N=C(S1)NC(C)=O)C)S(=O)(=O)C)=O